O1COC2=C1C=CC(=C2)/C=C/C(=O)N(CCSC)CC (E)-3-(1,3-benzodioxol-5-yl)-N-ethyl-N-(2-methylsulfanylethyl)prop-2-enamide